O1CC(CC12CCCC2)N 1-oxaspiro[4.4]nonan-3-amine